C1=CC=CC=2C3=CC=CC=C3N(C12)C=1C=C(C=CC1)C1=CC=2N(C3=CC=CC=C3C2C=C1)C=1C=C(C=CC1)C1=CC(=CC=C1)C1N=CN(CN1C1=CC=CC=C1)C1=CC=CC=C1 [3'-[2-{3-(9H-carbazol-9-yl)phenyl}-9H-carbazol-9-yl]biphenyl-3-yl]-3,5-diphenyl-1,3,5-triazine